N-((6-(3-(4-chlorobenzyl)ureido)spiro[3.3]heptan-2-yl)methyl)tetrahydro-2H-thiopyran-4-carboxamide 1,1-dioxide ClC1=CC=C(CNC(NC2CC3(CC(C3)CNC(=O)C3CCS(CC3)(=O)=O)C2)=O)C=C1